NCCC12CC3(CC(CC(C1)(C3)C(CC)O)(C2)C)C 1-(2-aminoethyl)-3,5-dimethyl-7-(1-hydroxypropyl)adamantane